(R)-2-(2-chloropyrimidin-4-yl)-3-phenylisoxazolidine ClC1=NC=CC(=N1)N1OCC[C@@H]1C1=CC=CC=C1